C[Si](OC1=CC[C@@H]2[C@H]1CN(C2)C(=O)C=2SC(=CC2)C)(C(C)(C)C)C [(3aR,6aS)-6-{[dimethyl(2-methyl-2-propanyl)silyl]oxy}-3,3a,4,6a-tetrahydrocyclopenta[c]pyrrole-2(1H)-yl](5-methyl-2-thienyl)methanone